FC1=CC(=CC2=C1N=C(O2)C)NC(=O)C=2N=CC(=NC2)N2CC(C2)CN(C(OC(C)(C)C)=O)C(C)C tert-Butyl N-[[1-[5-[(4-fluoro-2-methyl-1,3-benzoxazol-6-yl)carbamoyl]pyrazin-2-yl]azetidin-3-yl]methyl]-N-isopropyl-carbamate